tert-butyl 6-((2-iodo-6-methylpyridin-3-yl)oxy)-2-azaspiro[3.3]heptane-2-carboxylate IC1=NC(=CC=C1OC1CC2(CN(C2)C(=O)OC(C)(C)C)C1)C